(R)-7-(3-amino-4-(2,4,5-trifluorophenyl)butanoyl)-N-(2-(2-morpholinoethoxy)ethyl)-3-(trifluoromethyl)-5,6,7,8-tetrahydroimidazo[1,5-a]pyrazine-1-carboxamide N[C@@H](CC(=O)N1CC=2N(CC1)C(=NC2C(=O)NCCOCCN2CCOCC2)C(F)(F)F)CC2=C(C=C(C(=C2)F)F)F